FC1=CC=C(C=C1)C1(CCOC2(CCCC2)C1)CCNCC1=C(C=CC=C1)C1=CC=NC=C1 2-(9-(4-fluorophenyl)-6-oxaspiro[4.5]decan-9-yl)-N-(2-(pyridin-4-yl)benzyl)ethylamine